ClC=1C=C2CN(CC2=CC1)CCC(=O)C1=CC2=C(OCCO2)C=C1 3-(5-chloro-1,3-dihydro-isoindol-2-yl)-1-(2,3-dihydro-benzo[1,4]dioxin-6-yl)-propan-1-one